CC1=CC(=CC(=N1)C(=O)OC)COS(=O)(=O)C methyl 6-methyl-4-(((methylsulfonyl)oxy)methyl)picolinate